FC=1C=C(C=C(C1)F)C1=CC=C2C(=C(N3C(C2=C1)=NC=N3)C(=O)OC)O methyl 9-(3,5-difluorophenyl)-6-hydroxy-[1,2,4]triazolo[5,1-a]isoquinoline-5-carboxylate